C(CCCCC(C)(C)C)OC(C=1C(C(=O)O)=CC=CC1)=O.C(C=1C(C(=O)O)=CC=CC1)(=O)OCCCCCCC n-heptyl phthalate neononyl-phthalate